OCC1CN(CC1)C1=CC=C2CN(C(C2=C1)=O)N1C(CCCC1=O)=O (6-(3-(hydroxymethyl)pyrrolidin-1-yl)-1-oxoisoindolin-2-yl)piperidine-2,6-dione